O[C@@H](CS(=O)(=O)N[C@@H]1C[C@@H](C1)N(C=1C2=C(N=CN1)NC=C2)C)C (R)-2-hydroxy-N-(cis-3-(methyl(7H-pyrrolo[2,3-d]pyrimidine-4-yl)amino)cyclobutyl)propane-1-sulfonamide